Methyl N-{2-[4-(1,3-benzoxazol-2-yl)-5-hydroxy-1-methyl-6-oxopyrimidin-2-yl]-1-phenyl-3,4-dihydro-1H-isoquinolin-7-yl}carbamate O1C(=NC2=C1C=CC=C2)C=2N=C(N(C(C2O)=O)C)N2C(C1=CC(=CC=C1CC2)NC(OC)=O)C2=CC=CC=C2